hydroxytetrahydropyran-4-carboxamidine OC1OCCC(C1)C(=N)N